ClC1=CC2=C(C(=NCC=3N2C=C(N3)CCl)C3=C(C=CC=C3F)F)C=C1Cl 9,8-dichloro-2-(chloromethyl)-6-(2,6-difluorophenyl)-4H-benzo[f]imidazo[1,2-a][1,4]diazepine